4-Methyl-7H-spiro[furo[3,4-b]pyridine-5,4'-piperidine] CC1=C2C(=NC=C1)COC21CCNCC1